OC=1C=C(C2=C(C1C)OC(C=1CN(CCC12)C(=O)OC(C)(C)C)=O)C tert-butyl 8-hydroxy-7,10-dimethyl-5-oxo-1,5-dihydro-2H-chromeno[3,4-c]pyridine-3(4H)-carboxylate